NCCOCCOCCOCCOCCOCCOCCOCCOCCOC1=C(C=C(C(=C1)Cl)C=1C=NC(=CC1C#N)C(F)(F)F)S(=O)(=O)N(C)C1=C(C=CC=C1)OC 2-((26-amino-3,6,9,12,15,18,21,24-octaoxahexacosyl)oxy)-4-chloro-5-(4-cyano-6-(trifluoromethyl)pyridin-3-yl)-N-(2-methoxyphenyl)-N-methylbenzenesulfonamide